C(N)(=O)C1CN(CC12CN(C2)C(=O)OC(C)(C)C)C(=O)OCC=C 6-allyl 2-(tert-butyl) 8-carbamoyl-2,6-diazaspiro[3.4]octane-2,6-dicarboxylate